6-Heptyne-2,5-diamine CC(CCC(C#C)N)N